(1-(2-((2-(1-(cyclopropylsulfonyl)-1H-pyrazol-4-yl)pyrimidin-4-yl)amino)-5-((1-methyl-1H-pyrazol-4-yl)ethynyl)pyridin-4-yl)piperidin-4-yl)methylsulfonamide C1(CC1)S(=O)(=O)N1N=CC(=C1)C1=NC=CC(=N1)NC1=NC=C(C(=C1)N1CCC(CC1)CS(=O)(=O)N)C#CC=1C=NN(C1)C